C1(CCC1)C(=O)N(CCCNC(=O)[C@H]1N(C[C@@H](C1)O)C([C@H](C(C)(C)C)N1N=NC(=C1)C1CC1)=O)C1CC1 (2S,4r)-N-[3-[cyclobutanecarbonyl-(cyclopropyl)amino]propyl]-1-[(2S)-2-(4-cyclopropyltriazol-1-yl)-3,3-dimethyl-butyryl]-4-hydroxy-pyrrolidine-2-carboxamide